NC=1N=C(SC1C(C1=CC=C(C=C1)OC(F)(F)F)=O)N(C1=CC=C(C=C1)F)C(C(=O)N)C (N-[4-amino-5-[4-(trifluoromethoxy)benzoyl]thiazol-2-yl]-4-fluoro-anilino)propanamide